6-Ethylene carbonate C1(OCCO1)=O